[N].N1CCCCCC1 azepane nitrogen